4-(2-fluoro-4-(methylsulfonyl)phenyl)-7H-pyrrolo[2,3-d]pyrimidine FC1=C(C=CC(=C1)S(=O)(=O)C)C=1C2=C(N=CN1)NC=C2